tetrabutyl-benzene-1,2,4,5-tetracarboxylic acid C(CCC)OC(=O)C1=C(C=C(C(=C1)C(=O)OCCCC)C(=O)OCCCC)C(=O)OCCCC